C(C)[Ga](CC)CC TriEthyl-Gallium